CCOCC1=NC2=C(N1CC(C)(C)O)C3=CC=CC=C3N=C2N alpha-dimethyl-1H-imidazo(4,5-c)quinoline-1-ethanol